COC(C(C)C1=CC(=CC=C1)CC1=CN=C(N1)C1=CC(=CC=C1)OC=1C(=C2C=CNC2=CC1F)C1=CC=NN1)=O (3-((2-(3-((6-fluoro-4-(1H-pyrazol-5-yl)-1H-indol-5-yl)oxy)phenyl)-1H-imidazol-5-yl)methyl)phenyl)propanoic acid methyl ester